Octadecyl 3-(3'-t-butyl-4'-hydroxy-5'-methylphenyl)propionate C(C)(C)(C)C=1C=C(C=C(C1O)C)CCC(=O)OCCCCCCCCCCCCCCCCCC